NC=1C(=NNC1S(=O)(=O)C)Br Amino-3-bromo-5-(methylsulfonyl)pyrazole